(6-heptenyl)(9-decenyl)dichlorosilane C(CCCCC=C)[Si](Cl)(Cl)CCCCCCCCC=C